9-(7-(difluoromethyl)-6-(1-methyl-1H-pyrazol-4-yl)-3,4-dihydroquinolin-1(2H)-yl)-7-(1-ethyl-2-oxo-1,2-dihydropyridin-4-yl)-1,3,4,5-tetrahydro-2H-benzo[c]azepine-2-carboxylic acid FC(C1=C(C=C2CCCN(C2=C1)C1=CC(=CC2=C1CN(CCC2)C(=O)O)C2=CC(N(C=C2)CC)=O)C=2C=NN(C2)C)F